NC1=CC=C(N(C)C)C=C1 4-amino-N,N-dimethylaniline